chloro-3-(2-cyclopropyl-6-methylphenoxy)-4-pyridazinol ClC=1C(=C(N=NC1)OC1=C(C=CC=C1C)C1CC1)O